C(C)(C)(C)OC(=O)NC(CC(C(=O)O)C)C 4-((tert-butoxycarbonyl)amino)-2-methylpentanoic acid